The molecule is an N-glycosylated dialkylglycerophosphoethanolamine in which the alkyl groups are hexadecyl, the glycerol core has sn stereochemistry and the phosphoethanolamine unit is at position 3 and substituted on nitrogen with the branched undecasaccharide alpha-Neu5Ac-(2->6)-beta-D-Gal-(1->4)-beta-D-GlcNAc-(1->2)-alpha-D-Man-(1->3)-[alpha-Neu5Ac-(2->6)-beta-D-Gal-(1->4)-beta-D-GlcNAc-(1->2)-alpha-D-Man-(1->6)]-beta-D-Man-(1->4)-beta-D-GlcNAc-(1->4)-D-GlcNAc. It derives from a 1,2-dihexadecyl-sn-glycero-3-phosphoethanolamine. CCCCCCCCCCCCCCCCOC[C@H](COP(=O)(O)OCCNC1[C@@H]([C@H]([C@@H]([C@H](O1)CO)O[C@H]2[C@@H]([C@H]([C@@H]([C@H](O2)CO)O[C@H]3[C@H]([C@H]([C@@H]([C@H](O3)CO[C@@H]4[C@H]([C@H]([C@@H]([C@H](O4)CO)O)O)O[C@H]5[C@@H]([C@H]([C@@H]([C@H](O5)CO)O[C@H]6[C@@H]([C@H]([C@H]([C@H](O6)CO[C@@]7(C[C@@H]([C@H]([C@@H](O7)[C@@H]([C@@H](CO)O)O)NC(=O)C)O)C(=O)O)O)O)O)O)NC(=O)C)O)O[C@@H]8[C@H]([C@H]([C@@H]([C@H](O8)CO)O)O)O[C@H]9[C@@H]([C@H]([C@@H]([C@H](O9)CO)O[C@H]1[C@@H]([C@H]([C@H]([C@H](O1)CO[C@@]1(C[C@@H]([C@H]([C@@H](O1)[C@@H]([C@@H](CO)O)O)NC(=O)C)O)C(=O)O)O)O)O)O)NC(=O)C)O)O)NC(=O)C)O)NC(=O)C)OCCCCCCCCCCCCCCCC